diethyl cyclohexylamino ethylene phosphate P(=O)(O)(O)O.C(C)C(=CNC1CCCCC1)CC